N1CC(C1)N1N=C2C=C(C(=CC2=C1)Br)OC 2-(azetidin-3-yl)-5-bromo-6-methoxy-2H-indazole